CC(C(=N)NCC=C)C 2-methyl-N-(2-propenyl)propionamidine